[Eu].[Au] gold-europium